NC(C)(C)C=1C=CC(=NC1)C1CC(CC1)C1=NN2C(=NC=3C(=CC=CC3C2=N1)OC)N 2-(3-(5-(2-aminopropan-2-yl)pyridin-2-yl)cyclopentyl)-7-methoxy-[1,2,4]triazolo[1,5-c]quinazolin-5-amine